FC=1C=C(C=C(C1C)[N+](=O)[O-])C=1N=C(OC1)C1CN(C1)C(=O)OC methyl 3-(4-(3-fluoro-4-methyl-5-nitrophenyl)oxazol-2-yl)azetidine-1-carboxylate